C(C(=O)[O-])(=O)[O-].[Na+].[Na+] Sodium oxalate salt